3-(butylamino)propanesulfonic acid C(CCC)NCCCS(=O)(=O)O